perfluoropent-1-ene FC(=C(C(C(C(F)(F)F)(F)F)(F)F)F)F